C(C=C)(=O)N1[C@H](CN(CC1)C(=O)OC(C)(C)C)C1=CC(=NC(=C1)Cl)Br tert-butyl (S)-4-acryloyl-3-(2-bromo-6-chloropyridin-4-yl)piperazine-1-carboxylate